5-methyl-4-oxo-1-(1,3-thiazol-2-yl)-1,4-dihydro-1,8-naphthyridine-3-carboxylic acid trifluoroacetate salt FC(C(=O)O)(F)F.CC1=C2C(C(=CN(C2=NC=C1)C=1SC=CN1)C(=O)O)=O